ClC=1C=C(N=NC1)[C@@H]1[C@H](C1)C(=O)NC1=NC=NC(=C1)NCC=1N=C2N(C=C(C=C2)C2CC2)C1 |r| rac-(1S*,2S*)-2-(5-chloropyridazin-3-yl)-N-(6-(((6-cyclopropylimidazo[1,2-a]pyridin-2-yl)methyl)amino)pyrimidin-4-yl)cyclopropane-1-carboxamide